N-(7-chloro-1-(2-hydroxyethyl)-1,2,3,4-tetrahydro-1,8-naphthyridin-4-yl)-2-methylpropane-2-sulfinamide ClC1=CC=C2C(CCN(C2=N1)CCO)NS(=O)C(C)(C)C